FC(C1=C2CN(CC2=C2CCCC2=N1)C(CC1CN(C1)C=1C=NC(=CC1)C(F)(F)F)=O)F 1-(4-Difluoromethyl-3,6,7,8-tetrahydro-1H-2,5-diaza-as-indacen-2-yl)-2-[1-(6-trifluoromethyl-pyridin-3-yl)-azetidin-3-yl]-ethanone